((2r,3r)-2,3-bis(naphthalen-2-ylmethoxy)butan-1,4-diyl)bis(2',4',6'-triMethyl-[1,1'-biphenyl]-2-ol) C1=C(C=CC2=CC=CC=C12)CO[C@H](CC1=C(C(=CC=C1)C1=C(C=C(C=C1C)C)C)O)[C@@H](CC1=C(C(=CC=C1)C1=C(C=C(C=C1C)C)C)O)OCC1=CC2=CC=CC=C2C=C1